OC1(COC1)C=1SC(=CN1)S(=O)(=O)Cl 2-(3-hydroxyoxetan-3-yl)thiazole-5-sulfonyl chloride